4-((3-ethyl-2,4-dioxo-1,2,3,4-tetrahydrothieno[2,3-d]pyrimidin-6-yl)methyl)piperazin C(C)N1C(NC2=C(C1=O)C=C(S2)CN2CCNCC2)=O